C(C1=CC=CC=C1)OC=1C=C(C2=CC=CC=C2C1)N1CC=2N=C(N=C(C2CC1)N1CCN(CC1)C(=O)OCC1=CC=CC=C1)S(=O)C benzyl 4-(7-(3-(benzyloxy)naphthalen-1-yl)-2-(methylsulfinyl)-5,6,7,8-tetrahydropyrido[3,4-d]pyrimidin-4-yl)piperazine-1-carboxylate